N-((6,7-dichloro-3-(1H-pyrazol-4-yl)-1H-indol-2-yl)methyl)-2-(pyrazin-2-yl)acetamide ClC1=CC=C2C(=C(NC2=C1Cl)CNC(CC1=NC=CN=C1)=O)C=1C=NNC1